BrC=1SC=C(N1)C(=O)NC1=C(C=CC(=C1)CC(=O)N1CCOCC1)N1CCCCC1 2-bromo-N-(5-(2-morpholinyl-2-oxoethyl)-2-(piperidin-1-yl)phenyl)thiazole-4-carboxamide